1-benzoyl-1H-benzotriazole C(C1=CC=CC=C1)(=O)N1N=NC2=C1C=CC=C2